O1C(=O)C(=CC2=CC=CC=C12)C=O coumarinal